4-[(3-chloro-4-fluorophenyl)amino]-6-(cis-4-{N-[(morpholine-4-yl)carbonyl]-N-methyl-amino}-cyclohexane-1-yloxy)-7-methoxy-quinazoline ClC=1C=C(C=CC1F)NC1=NC=NC2=CC(=C(C=C12)O[C@@H]1CC[C@@H](CC1)N(C)C(=O)N1CCOCC1)OC